Methyl 4-bromo-5-chloro-1-(3-methoxy-3-oxopropyl)-3-methyl-1H-indole-2-carboxylate BrC1=C2C(=C(N(C2=CC=C1Cl)CCC(=O)OC)C(=O)OC)C